C(CCCCC)N(C1=CC=C(C=C1)N)C1=CC=CC=C1 n-hexyl-N'-phenyl-p-phenylenediamine